N-t-butylacryl-amide C(C)(C)(C)NC(C=C)=O